C(C)N(C(C1=C(C=CC(=C1)F)OC1=C(N=CN=N1)N1CC2(CN(C2)C(C(C)C)CC(CN(C)C(C)C)O)CC1)=O)C(C)C N-ethyl-5-fluoro-2-((5-(2-((3x-s,5x-s)-5-hydroxy-6-(isopropyl-(methyl)amino)-2-methylhex-3-yl)-2,6-diazaspiro[3.4]oct-6-yl)-1,2,4-triazin-6-yl)oxy)-N-isopropylbenzamide